ClC1=C(C=CC=C1)C1C(OC1)(C1=C(C=C(C=C1)F)F)CN1N=CN=C1SC#N 1-{[3-(2-chlorophenyl)-2-(2,4-difluorophenyl)oxetan-2-yl]methyl}-1H-1,2,4-triazol-5-yl thiocyanate